BrCCC(=O)N1CCCCC1 1-(3-bromopropionyl)piperidine